C(C(=C)C)(=O)OC(COCCOC(C(=C)C)=O)CC ethyl-diethylene glycol dimethacrylate